C(#N)C=1C=C(C=CC1)C=1C=CC2=C(N=C(O2)C2N(CCC2)C#N)C1 2-(5-(3-Cyanophenyl)benzo[d]oxazol-2-yl)pyrrolidine-1-carbonitrile